S(=O)(=O)(ON1[C@@H]2CC[C@H](N(C1=O)C2)C(NC(C2=CC=C(C=C2)C(F)(F)F)=O)=N)[O-].[Na+] Sodium (2S,5R)-7-oxo-2-(N-(4-(trifluoromethyl)benzoyl)carbamimidoyl)-1,6-diazabicyclo[3.2.1]octan-6-yl Sulfate